hexacosanyl n-decanoate C(CCCCCCCCC)(=O)OCCCCCCCCCCCCCCCCCCCCCCCCCC